FC(=C(CCCN1CC2C(N3CCN(C=4C=CC=C2C34)C)CC1)C1=CC=C(C=C1)F)F 8-(5,5-difluoro-4-(4-fluorophenyl)pent-4-en-1-yl)-3-methyl-2,3,6b,7,8,9,10,10a-octahydro-1H-pyrido[3',4':4,5]pyrrolo[1,2,3-de]quinoxaline